C(CCCCCCC)OCCNCCCN1CCCC1 N-(2-octoxyethyl)-3-(pyrrolidinyl)propan-1-amine